CN(C(=N)NP(=O)(O)O)CP(O)=O {1-methyl-3-(phosphono)guanidino-methyl}phosphinic acid